2-Ethylhexyl 3-mercaptopropionate SCCC(=O)OCC(CCCC)CC